1-(cyclopropylsulfonyl)piperidin-4-amine hydrochloride Cl.C1(CC1)S(=O)(=O)N1CCC(CC1)N